FC(C(=O)O)(F)F.FC(C(=O)N(CC1N2CCC(C1=O)(CC2)C)CCOC)(F)F 2,2,2-trifluoro-N-(2-methoxyethyl)-N-((4-methyl-3-oxoquinuclidin-2-yl)methyl)acetamide trifluoroacetate